O=S1(CCC2=C1C(=CC=C2)NC(C)=O)=O N-(1,1-dioxo-2,3-dihydro-1λ6-benzothiophen-7-yl)acetamide